(S)-6-amino-N-methyl-N-(6-(trifluoromethyl)-2,3-dihydrobenzofuran-3-yl)imidazo[1,5-a]pyrido[3,2-e]pyrazine-2-carboxamide NC=1C=2N(C3=C(N1)C=CC(=N3)C(=O)N([C@@H]3COC1=C3C=CC(=C1)C(F)(F)F)C)C=NC2